C(C=C)[C@@H]1[C@H](CCCC1)S(=O)(=O)N (1S,2R)-2-ALLYLCYCLOHEXANE-1-SULFONAMIDE